FC(C1=NN=C(S1)N1N=CC2=C(C=C(C=C12)S(=O)(=O)NC1(CC1)C#N)N1CCN(CC1)C(C(CC)C)=O)F 1-[({1-[5-(difluoromethyl)(1,3,4-thiadiazol-2-yl)]-4-[4-(2-methylbutanoyl)piperazinyl]-1H-indazol-6-yl}sulfonyl)amino]cyclopropanecarbonitrile